COC(=O)C1=NC(=CC=C1)/C(/N)=N/O (Z)-6-(N'-hydroxycarbamimidoyl)pyridine-2-carboxylic acid methyl ester